C(C1=CC=CC=C1)OC=1C=C(C=CC1OC(F)F)C(CN1C(=CC(C=C1C)=O)C)O 1-(2-(3-benzyloxy-4-difluoromethoxyphenyl)-2-hydroxyethyl)-2,6-dimethylpyridin-4(1H)-one